ClC=1C=CC(=C(C1)NC1=NC=NC2=CC(=C(C=C12)N)C#CC1(COC1)C)F N4-(5-chloro-2-fluoro-phenyl)-7-[2-(3-methyl-oxetan-3-yl)ethynyl]quinazoline-4,6-diamine